15-trans-(rac-(2r,3s,4s)-1-(1-(4-fluorophenyl)-1H-indazol-5-yl)-2-(4-methoxyphenyl)-4-methyl-5-oxopyrrolidin-3-yl) carbamate C(N)(O[C@@H]1[C@H](N(C([C@H]1C)=O)C=1C=C2C=NN(C2=CC1)C1=CC=C(C=C1)F)C1=CC=C(C=C1)OC)=O |r|